1-(piperidine-4-yl-1H-pyrazole-4-yl)-pyridine-2-amine N1CCC(CC1)N1N=CC(=C1)N1C(C=CC=C1)N